benzyl (S)-6-((tert-butoxycarbonyl) amino)-7-(4-fluorobenzyl)-2-methyl-2,3-dihydro-1H-pyrido[2,3-b][1,4]oxazine-1-carboxylate C(C)(C)(C)OC(=O)NC=1C(=CC2=C(OC[C@@H](N2C(=O)OCC2=CC=CC=C2)C)N1)CC1=CC=C(C=C1)F